4-oxo-4,6,7,8-tetrahydropyrrolo[1,2-a]pyrazine O=C1C=NC=C2N1CCC2